C(=C)C=1NCCN1 4,5-dihydro-2-vinyl-1H-imidazole